BrC=1C=C(C=CC1)N1C2=C(C=3N(C=4C=CCCC4C3C3=C1C=CC=C3)C3=CC=CC=C3)C=CC=C2 9-(3-bromophenyl)-14-phenyl-9,4-dihydrodibenzo[2,3:6,7]azepino[4,5-b]indole